Tert-Butyl-Sulfoximine C(C)(C)(C)S(=O)=N